NC1=CC2=CN(N=C2C=C1C(=O)OCC)C1CCC(CC1)COC(C(F)(F)F)=O ethyl 5-amino-2-[4-[(2,2,2-trifluoroacetyl)oxymethyl]cyclohexyl]indazole-6-carboxylate